OCCS(=O)(=O)NC1=CC(=C(C=C1)C1=C(N=C(S1)N1CCCCC1)C(=O)N)N1CCC2(CC2)CC1 (4-((2-hydroxyethyl)sulfonylamino)-2-(6-azaspiro[2.5]oct-6-yl)phenyl)-2-(piperidin-1-yl)thiazole-4-carboxamide